C(C)OC(CC1(CCN(CC1)C(=O)OC(C)(C)C)F)=O Tert-butyl 4-(2-ethoxy-2-oxo-ethyl)-4-fluoro-piperidine-1-carboxylate